C1(=CC=CC=C1)N(C(=O)N1C[C@H](N(CC1)C(=O)N1C2=C(N(C(C3=C1C=CC=C3)=O)CC)C=CC=C2)C(=O)O)C2=CC=CC=C2 (S)-4-(diphenylcarbamoyl)-1-(10-ethyl-11-oxo-10,11-dihydro-5H-dibenzo[b,e][1,4]diazepine-5-carbonyl)piperazine-2-carboxylic acid